C(CCCCCCC\C=C/CCCCCCCC)(=O)C(OP(OC[C@@H](CO)OC(CCCCCCCCCCCCCCC)=O)(=O)[O-])C[N+](C)(C)C oleoyl-2-palmitoyl-sn-glycero-3-phosphocholine